C(C=C)N1N=NC=C1 N-prop-2-enyl-1H-triazole